methyl (S)-2-((1,4-dioxane-2-yl)methyl)-10-methyl-2,4,5,6-tetrahydrobenzo[6,7]cyclohepta[1,2-c]pyrazole-8-carboxylate O1[C@H](COCC1)CN1N=C2C(=C1)CCCC1=C2C(=CC(=C1)C(=O)OC)C